(3S)-6-fluoro-3-methyl-4-[(oxan-4-yl)carbonyl]-8-[5-(trifluoromethyl)-1,2,4-oxadiazol-3-yl]-3,5-dihydro-2H-1,4-benzoxazepine FC1=CC(=CC2=C1CN([C@H](CO2)C)C(=O)C2CCOCC2)C2=NOC(=N2)C(F)(F)F